C(C)O[Si](C1=C(C(=C(C(=C1F)F)F)F)F)(OCC)OCC Triethoxy(pentafluorophenyl)silane